2-(2-Chlorophenyl)-N-[3-sulfamoyl-5'-(trifluoromethyl)-2,3'-bipyridin-5-yl]acetamide ClC1=C(C=CC=C1)CC(=O)NC=1C=C(C(=NC1)C=1C=NC=C(C1)C(F)(F)F)S(N)(=O)=O